2-(4-(trifluoromethyl)styryl)oxazole FC(C1=CC=C(C=CC=2OC=CN2)C=C1)(F)F